C1(CC2C(CC1)O2)CC[Si](OCC)(OCC)OCC [2-(3,4-epoxy-cyclohexyl)ethyl]triethoxysilane